Tert-butyl (4-(3-cyclopropyl-5-methyl-1-((2-(trimethylsilyl)ethoxy)methyl)-1H-pyrazol-4-yl)phenyl)carbamate C1(CC1)C1=NN(C(=C1C1=CC=C(C=C1)NC(OC(C)(C)C)=O)C)COCC[Si](C)(C)C